allyl (R)-(2-((3,5-difluoro-4-(trimethylsilyl)phenyl)amino)-1-(4-(methoxymethyl)phenyl)-2-oxoethyl)carbamate FC=1C=C(C=C(C1[Si](C)(C)C)F)NC([C@@H](C1=CC=C(C=C1)COC)NC(OCC=C)=O)=O